C[C@]12CC[C@H]3[C@H]([C@@H]1CC[C@@H]2[C@H](CC(C(F)(F)F)(C(F)(F)F)O)O)CC=C4[C@@]3(CC[C@@H](C4)O)C The molecule is a 3beta-hydroxy steroid that is androst-5-en-3beta-ol in which the 17beta-hydrogen has been replaced by a 1,3-dihydroxy-3,3-bis(trifluoromethyl)propyl group. NCS172285 (also known as acts as NSC12) has been used as an extracellular fibroblast growth factor (FGF) trap with implications in cancer therapy. The stereochemistry shown is that of the most active stereoisomer, as determined by Mattia Anselmi (PhD thesis, University of Parma, 2015). It is a 20-hydroxy steroid, a fluorinated steroid and a 3beta-hydroxy-Delta(5)-steroid.